COC=1C=C(C=C(C1C(NCC(F)(F)F)=O)OC)C1=CN=C2N1C=CC(=C2)C=2C=NN(C2)CC(=O)OC(C)C isopropyl 2-[4-[3-[3,5-dimethoxy-4-(2,2,2-trifluoroethyl-carbamoyl) phenyl]imidazo[1,2-a]pyridin-7-yl]pyrazol-1-yl]acetate